sodium 2-(8-chloro-9-ethoxy-2-{[2-(imidazole-1-yl)ethyl](methyl)amino}-5-oxobenzo[b]1,8-naphthyridin-10-yl)acetate ClC=1C=CC2=C(N(C=3N=C(C=CC3C2=O)N(C)CCN2C=NC=C2)CC(=O)[O-])C1OCC.[Na+]